methyl 4-hydroxy-2,3,6-trimethyl-5-(1H-pyrazol-1-yl)benzoate OC1=C(C(=C(C(=O)OC)C(=C1N1N=CC=C1)C)C)C